C(C)N1C(NC2=C(C(=CC=C2C1=S)CN1CCN(CC1)C=1C=CC(=NC1F)C(=O)NC)F)=O 5-(4-((3-ethyl-8-fluoro-2-oxo-4-thioxo-1,2,3,4-tetrahydroquinazolin-7-yl)methyl)piperazin-1-yl)-6-fluoro-N-methylpicolinamide